FC1=C(C=CC(=C1[C@@H]1CCC=2N(C1)C=NC2C2=NN=C(N2)C)F)NS(=O)(=O)C=2C(=NC=C(C2)F)OC N-[2,4-difluoro-3-[(6S)-1-(5-methyl-4H-1,2,4-triazol-3-yl)-5H,6H,7H,8H-imidazo[1,5-a]pyridin-6-yl]phenyl]-5-fluoro-2-methoxypyridine-3-sulfonamide